((((9H-fluorene-9,9-diyl)bis(4,1-phenylene))bis(oxy))bis(methylene))bis(oxirane) C1=CC=CC=2C3=CC=CC=C3C(C12)(C1=CC=C(C=C1)OCC1OC1)C1=CC=C(C=C1)OCC1OC1